FC1=CC=C(C=C1)C1=NOC(=N1)C1CCN(CC1)C(=O)NC1=NON=C1C 4-(3-(4-fluorophenyl)-1,2,4-oxadiazol-5-yl)-N-(4-methyl-1,2,5-oxadiazol-3-yl)piperidine-1-carboxamide